6-(pyridazin-4-ylamino)quinazolin-4(3H)-one N1=NC=C(C=C1)NC=1C=C2C(NC=NC2=CC1)=O